2-(4-(1-hydroxyethyl)-7-((R)-1-methylpiperidin-3-yl)-7H-imidazo[4,5-c]pyridazin-3-yl)-5-(trifluoromethyl)phenol OC(C)C=1C2=C(N=NC1C1=C(C=C(C=C1)C(F)(F)F)O)N(C=N2)[C@H]2CN(CCC2)C